trimethyl-ammonium bromide salt [Br-].C[NH+](C)C